4-piperidyl 6-[5-(6-methyl-2-pyridyl)-1H-imidazol-4-yl]quinoline-4-carboxylate CC1=CC=CC(=N1)C1=C(N=CN1)C=1C=C2C(=CC=NC2=CC1)C(=O)OC1CCNCC1